methyl-(R)-1-((2-(3-bromo-2-methylphenyl)Azolo[5,4-b]Pyridin-6-yl)methyl)pyrrolidine-3-carboxylic acid methyl ester COC(=O)C1[C@H](N(CC1)CC1=CC=C2C(=N1)NC(=C2)C2=C(C(=CC=C2)Br)C)C